C(C)(C)(C)N(C(O)=O)C1=CC=C(C=C1)SC.ClC1=NC=C(C(=O)NC2=NC=CC=C2)C(=C1)OC 6-chloro-4-methoxy-N-(pyridin-2-yl)nicotinamide tert-butyl-[4-(methylsulfanyl)phenyl]carbamate